Br[Si]1(C[SiH](CCC1)C)Br 1,1-dibromo-3-methyl-1,3-disilacyclohexane